5,10,15,20-tetrakis(2,6-dichlorophenyl)porphyrin cobalt (II) [Co+2].ClC1=C(C(=CC=C1)Cl)C=1C2=CC=C(N2)C(=C2C=CC(C(=C3C=CC(=C(C=4C=CC1N4)C4=C(C=CC=C4Cl)Cl)N3)C3=C(C=CC=C3Cl)Cl)=N2)C2=C(C=CC=C2Cl)Cl